7-iodo-2-(3-[(2R)-2-methylpyrrolidin-1-yl]-5-(N-methylaminosulfonyl)phenyl)-5H-pyrrolo[2,3-b]pyrazine-5-carboxylic acid tert-butyl ester C(C)(C)(C)OC(=O)N1C=C(C=2C1=NC=C(N2)C2=CC(=CC(=C2)S(=O)(=O)NC)N2[C@@H](CCC2)C)I